BrC=1C=CC2=C(SCC2NC)C1 6-bromo-N-methyl-2,3-dihydrobenzo-[b]thiophen-3-amine